C(C)C=1C(=NC2=C(C=CC=C2C1)CC)NN 3,8-diethyl-2-hydrazinoquinoline